2-((1r,4R)-4-ethoxycyclohexylamino)-4-((1R,3S)-3-hydroxycycloheptylamino)pyrimidine-5-carbonitrile C(C)OC1CCC(CC1)NC1=NC=C(C(=N1)N[C@H]1C[C@H](CCCC1)O)C#N